5-trifluoromethylcyclohexane-1,3-dione FC(C1CC(CC(C1)=O)=O)(F)F